1-(8Z,11Z,14Z-eicosatrienoyl)-2-(9Z-hexadecenoyl)-glycero-3-phosphocholine CCCCCC/C=C\CCCCCCCC(=O)O[C@H](COC(=O)CCCCCC/C=C\C/C=C\C/C=C\CCCCC)COP(=O)([O-])OCC[N+](C)(C)C